(rac)-{2'-[6-amino-5-(trifluoromethyl)pyridin-3-yl]-5',6'-dihydrospiro[pyrrolidine-3,4'-pyrrolo[1,2-b]pyrazol]-1-yl}(3-phenyloxetan-3-yl)methanone NC1=C(C=C(C=N1)C=1C=C2N(N1)CC[C@]21CN(CC1)C(=O)C1(COC1)C1=CC=CC=C1)C(F)(F)F |r|